(3R,11bR)-3-isobutyl-9,10-dimethoxy-2-oxo-1,2,3,4,5,6,7,11b-octahydropyrido[2,1-a]isoquinolin-5-ium (2S,3S)-3-carboxy-2,3-bis((4-methylbenzoyl)oxy)propanoate C(=O)(O)[C@H]([C@@H](C(=O)[O-])OC(C1=CC=C(C=C1)C)=O)OC(C1=CC=C(C=C1)C)=O.C(C(C)C)[C@H]1C(C[C@H]2[NH+](CCC3=CC(=C(C=C23)OC)OC)C1)=O